4-bromo-5-chloro-2-fluoro-N-((2-isopropylphenyl)carbamoyl)benzamide BrC1=CC(=C(C(=O)NC(NC2=C(C=CC=C2)C(C)C)=O)C=C1Cl)F